COC(C1=CC=C(C=C1)C=1C(=NC(=NC1)Cl)NCC(C)(C)C)=O 4-(2-chloro-4-(neopentylamino)pyrimidin-5-yl)benzoic acid methyl ester